N1CCC2=C(C=CC=C12)C1=NC=CC(=C1)N1CCN(CC1)C(=O)OC(C)(C)C Tert-butyl 4-[2-(2,3-dihydro-1H-indol-4-yl)pyridin-4-yl]piperazine-1-carboxylate